N(=[N+]=[N-])C1C[C@@H]2[C@@H](CN(C2)C(=O)OC(C)(C)C)C1 tert-butyl (3aR,5s,6aS)-5-azidohexahydrocyclopenta[c]pyrrole-2(1H)-carboxylate